benzyl N-[(1S)-1-{[(1S)-1-carbamoyl-2-[(3S)-2-oxopyrrolidin-3-yl]ethyl]-carbamoyl}-3-methylbutyl]carbamate C(N)(=O)[C@H](C[C@H]1C(NCC1)=O)NC(=O)[C@H](CC(C)C)NC(OCC1=CC=CC=C1)=O